CC1=NOC(=C1C1=CC2=C(N(C(=N2)[C@H]2N(C(OCC2)=O)C2=CCN(CC2)C(=O)OC(C)(C)C)[C@@H]2CC[C@H](CC2)OC[2H])C=C1)C t-butyl 4-((S)-4-(5-(3,5-dimethylisoxazol-4-yl)-1-((trans)-4-deuteromethoxycyclohexyl)-1H-benzo[d]imidazole-2-yl)-1,3-oxazinane-2-one-3-yl)-5,6-dihydropyridine-1(2H)-carboxylate